N-(2-fluorophenyl)-6-(((3aR,5s,6aS)-2-((tetrahydro-2H-pyran-4-yl)methyl)octahydrocyclopenta[c]pyrrol-5-yl)amino)pyridazine-3-carboxamide FC1=C(C=CC=C1)NC(=O)C=1N=NC(=CC1)NC1C[C@@H]2[C@@H](CN(C2)CC2CCOCC2)C1